(S)-N-(5-(5-(3,3-difluoro-2-hydroxypropyl)-1,2,4-oxadiazol-3-yl)-2-methylphenyl)-7-(1-methyl-1H-pyrazol-3-yl)imidazo[1,2-a]pyridine-3-carboxamide FC([C@H](CC1=NC(=NO1)C=1C=CC(=C(C1)NC(=O)C1=CN=C2N1C=CC(=C2)C2=NN(C=C2)C)C)O)F